2-methyl-N-(4-sulfamoylphenethyl)benzamide CC1=C(C(=O)NCCC2=CC=C(C=C2)S(N)(=O)=O)C=CC=C1